(2S)-fluoromethylazetidine FCN1CCC1